6-amino-2-[3,5-dichloro-4-[(5-isopropyl-6-oxo-1H-pyridazin-3-yl)oxy]-phenyl]-4H-1,2,4-triazine-3,5-dione NC=1C(NC(N(N1)C1=CC(=C(C(=C1)Cl)OC1=NNC(C(=C1)C(C)C)=O)Cl)=O)=O